4-((1R,5S)-3,8-diazabicyclo[3.2.1]octan-3-yl)-6,8-difluoro-7-(1H-indol-3-yl)-2-((tetrahydro-1H-pyrrolizin-7a(5H)-yl)methoxy)quinazoline [C@H]12CN(C[C@H](CC1)N2)C2=NC(=NC1=C(C(=C(C=C21)F)C2=CNC1=CC=CC=C21)F)OCC21CCCN1CCC2